4-{[3-(1-methyl-1H-benzo[d][1,2,3]triazol-5-yl)-5-(3-methylphenyl)-1H-pyrazol-1-yl]methyl}-N-hydroxybenzamide CN1N=NC2=C1C=CC(=C2)C2=NN(C(=C2)C2=CC(=CC=C2)C)CC2=CC=C(C(=O)NO)C=C2